FC(CN1C=CC2=C(C=CC=C12)C1=C(C=C2NC(C=3N(C2=C1F)C(=NN3)C)(C)C)C)F 8-[1-(2,2-difluoro-ethyl)-1H-indol-4-yl]-9-fluoro-1,4,4,7-tetramethyl-5H-[1,2,4]triazolo[4,3-a]quinoxaline